ClC1=C(C=C(N=N1)N[C@H]1CN(CCC1)C)C 6-chloro-5-methyl-N-[(3R)-1-methyl-3-piperidinyl]pyridazin-3-amine